tert-butyl 3-(3-(methoxy(methyl)amino)-3-oxopropyl)azetidine-1-carboxylate CON(C(CCC1CN(C1)C(=O)OC(C)(C)C)=O)C